tert-butyl 3-(3'-amino-[1,1-biphenyl]-4-yl)-2,2-dimethylpropanoate NC=1C=C(C=CC1)C1=CC=C(C=C1)CC(C(=O)OC(C)(C)C)(C)C